2-iodo-N-(4-bromophenyl)benzamide IC1=C(C(=O)NC2=CC=C(C=C2)Br)C=CC=C1